CNC1=NNC(=C1)C(F)(F)F N-methyl-5-(trifluoromethyl)-1H-pyrazol-3-amine